C(=O)C1=C(C=CC=C1)\C=C\C(=O)C1=CC=CC=C1 formyl-chalcone